ClC1=C(C=CC(=C1)Cl)C[C@H](C(=O)N1CC2=CC=C(C=C2C1)CNS(=O)(=O)C)NC(OC(C)(C)C)=O tert-butyl N-[(2R)-3-(2,4-dichlorophenyl)-1-[5-(methanesulfonamidomethyl)-2,3-dihydro-1H-isoindol-2-yl]-1-oxopropan-2-yl]carbamate